COC1=CC=C(C=C1)CC(C)=O p-methoxyphenyl-acetone